8-((2S,5R)-2,5-dimethylpiperazin-1-yl)-5-methyl-6-oxo-5,6-dihydro-1,5-naphthyridine-2-carbonitrile TFA salt OC(=O)C(F)(F)F.C[C@@H]1N(C[C@H](NC1)C)C1=CC(N(C=2C=CC(=NC12)C#N)C)=O